BrC=1C=CC(=NC1C)C=1N=NN(C1C(=O)O)C (5-bromo-6-methylpyridin-2-yl)-1-methyl-1H-1,2,3-triazole-5-carboxylic acid